Methyl (R)-3-(3,5-dichlorophenyl)-3-(methylamino)propanoate ClC=1C=C(C=C(C1)Cl)[C@@H](CC(=O)OC)NC